C(C1=CC=CC=C1)[C@@]1([C@@H](C1)C1=CC(=CC=C1)C(=O)OCC1=CC=CC=C1)C(=O)O trans-benzyl-2-(3-((benzyloxy)carbonyl)phenyl)cyclopropane-1-carboxylic acid